N-(2,4-dimethoxybenzyl)-N'-[2-(pyridin-2-yl)ethyl]oxamide COC1=C(CNC(=O)C(=O)NCCC2=NC=CC=C2)C=CC(=C1)OC